The molecule is a monoacylglycerol 20:5 in which the acyl group specified at position 2 is (5Z,8Z,11Z,14Z,17Z)-eicosapentaenoyl. It derives from an all-cis-5,8,11,14,17-icosapentaenoic acid. CC/C=C\\C/C=C\\C/C=C\\C/C=C\\C/C=C\\CCCC(=O)OC(CO)CO